[2-Chloro-4-(4-fluoro-benzylamino)-phenyl]-carbamic acid propyl ester C(CC)OC(NC1=C(C=C(C=C1)NCC1=CC=C(C=C1)F)Cl)=O